C(C)C=1C=CC=C2C=CC=C(C12)C1=CC=C2C(=NC(=NC2=C1F)OC[C@H]1N(CCC1)C)N1C[C@@H](N(CC1)C(/C(=C/C1=NC=CN=C1)/F)=O)CC#N 2-((S)-4-(7-(8-ethylnaphthalen-1-yl)-8-fluoro-2-(((S)-1-methylpyrrolidin-2-yl)methoxy)quinazolin-4-yl)-1-((Z)-2-fluoro-3-(pyrazin-2-yl)acryloyl)piperazin-2-yl)acetonitrile